(R,S)-11β,16α,17,21-tetrahydroxypregna-1,4-diene-3,20-dione O[C@@H]1[C@@H]2[C@]3(C=CC(C=C3CC[C@H]2[C@@H]2C[C@H]([C@@](C(CO)=O)([C@]2(C1)C)O)O)=O)C